2-(1,3-oxazol-2-yl)acetic acid O1C(=NC=C1)CC(=O)O